(R)-4-(2-chloro-6-methyl-7-(1-methyl-1H-pyrazol-5-yl)thieno[3,2-d]Pyrimidin-4-yl)-3-methylmorpholine ClC=1N=C(C2=C(N1)C(=C(S2)C)C2=CC=NN2C)N2[C@@H](COCC2)C